COC(=O)C1=C(C=NC=C1)NC(C)C=1C=C(C=C2C(C=C(OC12)C=1C=C2C=C(NC2=CC1)C)=O)C 3-[1-[6-methyl-2-(2-methylindol-5-yl)-4-oxo-chromen-8-yl]ethylamino]pyridine-4-carboxylic acid methyl ester